(S)-3-(2,2-bis-heptadecyl-1,3-dioxolan-4-yl)propan-1-ol C(CCCCCCCCCCCCCCCC)C1(OC[C@@H](O1)CCCO)CCCCCCCCCCCCCCCCC